2,4-di(1-methyl-3-hydroxybutyl)deuteroporphyrin CC(CC(C)O)C1=C2NC(C1[2H])(C=C1C=CC(=N1)C=C1C=CC(N1)=CC=1C=CC(N1)=C2)C(CC(C)O)C